C(C)(C)(C)NS(=NS(=O)(=O)C1=CC=C(C=C1)[N+](=O)[O-])(=NC(C)(CC(C)(C)C)C)C1=CC=C(C=C1)F N-((tert-Butylamino)(4-fluorophenyl)((2,4,4-trimethylpentan-2-yl)imino)-λ6-sulfaneylidene)-4-nitrobenzenesulfonamide